Cl.NC1=NC2=CC=C(C(=C2C=C1C)C)C(=O)O 2-amino-3,5-dimethylquinoline-6-carboxylic acid hydrochloride